N-(2-aminophenyl)-4-((6-(5-((2,4-difluorophenyl)sulphonamido)-6-methoxypyridin-3-yl)-4-methylquinazolin-8-yl)oxy)benzamide NC1=C(C=CC=C1)NC(C1=CC=C(C=C1)OC=1C=C(C=C2C(=NC=NC12)C)C=1C=NC(=C(C1)NS(=O)(=O)C1=C(C=C(C=C1)F)F)OC)=O